C(C)(C)(C)OC(=O)N1CC2(CCCC2)[C@H](CC1)CN1C(N=CC=C1)=O.NCC1=CC=C(S1)S(=O)(=O)N1C[C@@H](C[C@@H](C1)C1=CC=CC=C1)C(=O)N1CCOCC1 ((3R,5R)-1-((5-(aminomethyl)thiophen-2-yl)sulfonyl)-5-phenylpiperidin-3-yl)(morpholino)methanone tert-butyl-(S)-10-((2-oxopyrimidin-1(2H)-yl)methyl)-7-azaspiro[4.5]decane-7-carboxylate